C(C=C)C1C(N(C(C1)=O)C1=C(C=C(C(=C1)C1=CN(C=2C(NC=CC21)=O)C)OC=2C=NC=CC2)C)=O 3-allyl-1-(2-methyl-5-(1-methyl-7-oxo-6,7-dihydro-1H-pyrrolo[2,3-c]pyridin-3-yl)-4-(pyridin-3-yloxy)phenyl)pyrrolidine-2,5-dione